(2-oxo-1-phenyl-3-(4H-1,2,4-triazol-3-yl)-7-(trifluoromethyl)-1,2-dihydro-1,8-naphthyridin-4-yl)(methyl)carbamic acid tert-butyl ester C(C)(C)(C)OC(N(C)C1=C(C(N(C2=NC(=CC=C12)C(F)(F)F)C1=CC=CC=C1)=O)C1=NN=CN1)=O